ClC(CO)C1=CC=C(C=C1)C1=NN(C=N1)C1=CC=C(C=C1)OC(F)(F)F 2-chloro-2-(4-(1-(4-(trifluoromethoxy)phenyl)-1H-1,2,4-triazol-3-yl)phenyl)ethan-1-ol